tert-butyl N-methyl-N-[3-methyl-9-[4-(4,4,5,5-tetramethyl-1,3,2-dioxaborolan-2-yl)phenyl]-5-oxa-4,8,11-triazatricyclo[8.4.0.02,6]tetradeca-1(10),2(6),3,8,11,13-hexaen-12-yl]carbamate CN(C(OC(C)(C)C)=O)C1=NC=2C(=NCC=3ON=C(C3C2C=C1)C)C1=CC=C(C=C1)B1OC(C(O1)(C)C)(C)C